methyl 4-amino-2-(1,1-dimethylindan-5-yl)-6-methyl-pyrimidine-5-carboxylate NC1=NC(=NC(=C1C(=O)OC)C)C=1C=C2CCC(C2=CC1)(C)C